(R)-5-(4-(1-((6-(2-fluoropyridin-4-yl)imidazo[2,1-b][1,3,4]thiadiazol-2-yl)oxy)ethyl)piperidin-1-yl)-3-isopropyl-1,2,4-oxadiazol FC1=NC=CC(=C1)C=1N=C2SC(=NN2C1)O[C@H](C)C1CCN(CC1)C1=NC(=NO1)C(C)C